CS(=O)(=O)OC(COCC1=CC=CC=C1)C(COCC1=CC=CC=C1)OS(=O)(=O)C 1,4-bis(benzyloxy)butane-2,3-diyl dimethanesulfonate